[3-(1-{3-azaspiro[5.5]undecan-9-yl}-3-(pyridin-4-yl)pyrazol-4-yl)-2-fluorophenyl]propane-1-sulfonamide C1CNCCC12CCC(CC2)N2N=C(C(=C2)C=2C(=C(C=CC2)C(CC)S(=O)(=O)N)F)C2=CC=NC=C2